C1(CCCCC1)CCCOC(C=C)=O 3-cyclohexylpropylacrylate